(pent-4-enamide) 4-phenylbutyrate C1(=CC=CC=C1)CCCC(=O)O.C(CCC=C)(=O)N